((2S,5S)-9-chloro-2,3-dihydro-2,5-methanopyrido[3,4-f][1,4]oxazepin-4(5H)-yl)(4-fluorobicyclo[2.2.1]heptan-1-yl)methanone ClC1=CN=CC=2[C@H]3N(C[C@@H](OC21)C3)C(=O)C32CCC(CC3)(C2)F